8-bromo-2-methyl-3,4-dihydropyrido[4',3':4,5]Pyrrolo[1,2-a]Pyrazine-1(2H)-one BrC1=CC=2C=C3N(CCN(C3=O)C)C2C=N1